N1C[C@H](CC1)C(=O)OCCCC butyl (3S)-pyrrolidine-3-carboxylate